O=C1N(CCC(N1COCC[Si](C)(C)C)=O)C1=C2C=CNC2=CC(=C1)C(=O)N(C)C 4-(2,4-dioxo-3-((2-(trimethylsilyl)ethoxy)methyl)tetrahydropyrimidin-1(2H)-yl)-N,N-dimethyl-1H-indole-6-carboxamide